1-chloroethyl (2-methoxy-4-(nonylaminomethyl) phenyl) carbonate C(OC(C)Cl)(OC1=C(C=C(C=C1)CNCCCCCCCCC)OC)=O